7-benzyl-1-isobutyl-N-(4-((tert-butoxycarbonyl)amino)butyl)-1,2,3,6,7,7a-hexahydro-3aH-3,6-methanopyrrolo[3,2-b]pyridine-3a-carboxamide C(C1=CC=CC=C1)C1C2C3(N=CC1CC3CN2CC(C)C)C(=O)NCCCCNC(=O)OC(C)(C)C